(3-((7-(dimethylamino)-5-methyl-[1,2,4]triazolo[1,5-a]pyrimidin-6-yl)methyl)phenyl)(imino)(methyl)-λ6-sulfanone CN(C1=C(C(=NC=2N1N=CN2)C)CC=2C=C(C=CC2)S(=O)(C)=N)C